methyl 4-(((2S,4S)-1-(2-(4-(3-(4-(17-azido-3-oxo-6,9,12,15-tetraoxa-2-azaheptadecyl) phenyl)ureido)phenyl)acetyl)-4-fluoropyrrolidin-2-yl)methoxy)benzoate N(=[N+]=[N-])CCOCCOCCOCCOCCC(NCC1=CC=C(C=C1)NC(NC1=CC=C(C=C1)CC(=O)N1[C@@H](C[C@@H](C1)F)COC1=CC=C(C(=O)OC)C=C1)=O)=O